2-(4-chloro-3-fluorophenoxy)-N-{3-[(isoquinolin-5-yl)amino]bicyclo[1.1.1]pentan-1-yl}acetamide ClC1=C(C=C(OCC(=O)NC23CC(C2)(C3)NC3=C2C=CN=CC2=CC=C3)C=C1)F